COC(C(=O)C1=CC=CC=C1)(C1=CC=CC=C1)OC 2,2-di-methoxy-1,2-diphenylethan-1-one